C1(CCCC1)NC(=O)N1CCC(CC1)C\C=C(/CC)\C1=CC=C(C=C1)OC (E)-N-cyclopentyl-4-(3-(4-methoxyphenyl)pent-2-en-1-yl)piperidine-1-carboxamide